diacetamide hemitartrate C(=O)(O)C(O)C(O)C(=O)O.CC(=O)NC(=O)C.CC(=O)NC(=O)C